FC=1C=NC=CC1C=1C=NC=CC1NC(=O)C1=NC2=CC(=CC=C2C=N1)NS(=O)(=O)C N-(3'-fluoro-[3,4'-bipyridine]-4-yl)-7-(methylsulfonylamino)quinazoline-2-carboxamide